C1(=CC=CC=C1)C1=C(C(=C(C=2CC3=CC=CC=C3C12)C1=CC=CC=C1)C1=CC=CC=C1)C1=CC=CC=C1 tetraphenyl-fluorene